(R)-N-(1-(3-amino-5-(trifluoromethyl)phenyl)ethyl)-2-methyl-6-(1,4-dioxaspiro[4.5]dec-7-en-8-yl)-8,9-dihydro-7H-cyclopenta[h]quinazolin-4-amine NC=1C=C(C=C(C1)C(F)(F)F)[C@@H](C)NC1=NC(=NC2=C3C(=C(C=C12)C1=CCC2(OCCO2)CC1)CCC3)C